C1(=CC=CC=C1)C1=NC(=NC(=N1)C1=CC=CC=C1)C=1C2=CC=CC=C2C(=C2C=CC=CC12)C1=NC=CC=C1 2,4-diphenyl-6-(10-(pyridin-2-yl)anthracen-9-yl)-1,3,5-triazine